OC(=O)C(F)(F)F.NCC1=CN=C(S1)N1N=CC(=C1)C(=O)OCC ethyl 1-(5-(aminomethyl) thiazol-2-yl)-1H-pyrazole-4-carboxylate TFA Salt